Tert-butyl N-[1-(8-{2-[ethyl(isopropyl)carbamoyl]-4-fluorophenyl}-3-methylimidazo[1,5-a]pyridin-6-yl)piperidin-4-yl]carbamate C(C)N(C(=O)C1=C(C=CC(=C1)F)C=1C=2N(C=C(C1)N1CCC(CC1)NC(OC(C)(C)C)=O)C(=NC2)C)C(C)C